ClC1=CC=C(C=C1)C1=C(COCC1)CN1CCN(CC1)CCNC1=C2C(N(C(=NC2=CC=C1)C)C1C(NC(CC1)=O)=O)=O 3-(5-((2-(4-((4-(4-chlorophenyl)-5,6-dihydro-2H-pyran-3-yl)methyl)piperazin-1-yl)ethyl)amino)-2-methyl-4-oxoquinazolin-3(4H)-yl)piperidine-2,6-dione